N-(8-amino-3-((6-isopropyl-7-oxo-5,6,7,8-tetrahydro-4H-pyrazolo[1,5-d][1,4]diazepin-2-yl)amino)isoquinolin-6-yl)ethanesulfonamide NC=1C=C(C=C2C=C(N=CC12)NC1=NN2CC(N(CCC2=C1)C(C)C)=O)NS(=O)(=O)CC